[1,4]oxazepan-5-one O1CCNC(CC1)=O